2-oxoethyl 2-(3-chloro-4-cyano-phenyl)piperidine-1-carboxylate ClC=1C=C(C=CC1C#N)C1N(CCCC1)C(=O)OCC=O